O1COC2=C1C=CC(=C2)NC(C2=CC(=CC=C2)N2N=C(C(=C2C2CC2)Cl)C(F)(F)F)=O N-(1,3-benzodioxol-5-yl)-3-[4-chloro-5-cyclopropyl-3-(trifluoromethyl)pyrazol-1-yl]benzamide